C(C=1C(C(=O)N)=CC(C(=O)N)=CC1)(=O)N Trimellitamide